4-bromo-2-((4-((diethylamino)methyl)phenylimino)methyl)phenol BrC1=CC(=C(C=C1)O)C=NC1=CC=C(C=C1)CN(CC)CC